1-(2-chlorobenzyl)-5-(2-(methylsulfonyl)-6-(trifluoromethyl)pyrimidin-4-yl)pyridin-2(1H)-one ClC1=C(CN2C(C=CC(=C2)C2=NC(=NC(=C2)C(F)(F)F)S(=O)(=O)C)=O)C=CC=C1